Bis(2-hexyloctyl)11-(3-(diethylamino)propyl)-6,16-dioctyl-7,15-dioxo-8,14-dioxa-6,11,16-triazahenicosanedioate C(CCCCC)C(COC(CCCCN(C(OCCN(CCOC(N(CCCCC(=O)OCC(CCCCCC)CCCCCC)CCCCCCCC)=O)CCCN(CC)CC)=O)CCCCCCCC)=O)CCCCCC